tert-Butyl 4-({[(4S)-3-{[1-(4-methoxyphenyl)cyclopentyl]carbonyl}-1,3-thiazolidin-4-yl]carbonyl}amino)-1H-indazole-1-carboxylate COC1=CC=C(C=C1)C1(CCCC1)C(=O)N1CSC[C@@H]1C(=O)NC1=C2C=NN(C2=CC=C1)C(=O)OC(C)(C)C